C1(CCCC1)C(=C(C(=O)OCCOCC(OC1=CC=CC=C1)OC(C(=C)C)=O)C)C1CCCC1 phenoxydiethylene glycol (methyl)acrylate (dicyclopentyl-(methyl)acrylate)